C1(=CC(=CC=C1)C[C@@H]1N(CCC[C@@H]1NS(=O)(=O)C)C(=O)OCC1CCCC1)C1=CC=CC=C1 cyclopentylmethyl cis-2-(biphenyl-3-ylmethyl)-3-((methylsulfonyl)amino)piperidine-1-carboxylate